CS(=O)(=O)N1N=CC=C1 1-(Methylsulfonyl)-1h-Pyrazol